ClC=1C=C(NC=2C=NC(=C(N2)NC)C=2C3=C(C=NC2)N(C=N3)C)C=CC1CN1CCN(CC1)C 3-[3-Chloro-4-[(4-methylpiperazin-1-yl)methyl]anilino]-5-(methylamino)-6-(3-methylimidazo[4,5-c]pyridin-7-yl)pyrazin